CCCC/C(=C\CCCC)/C1=NC(=CC=C1)C (E)-2-(dec-5-en-5-yl)-6-methylpyridine